1-((3-(5-(6-methylpyrazin-2-yl)-4,5-dihydro-1H-pyrazole-1-carbonyl)bicyclo[1.1.1]-pentan-1-yl)methyl)-1H-pyrazole-4-carbonitrile CC1=CN=CC(=N1)C1CC=NN1C(=O)C12CC(C1)(C2)CN2N=CC(=C2)C#N